C(C1=CC=CC=C1)N1C(NCC1)=O N-benzylimidazolidinone